CC(=CCC/C(=C/CC/C(=C/CC/C(=C\\CC/C(=C\\CC/C(=C\\CC/C(=C\\CC/C(=C\\CC/C(=C\\CC/C(=C\\CC/C(=C\\COP(=O)(O)OP(=O)(O)OC1[C@@H]([C@H]([C@@H]([C@H](O1)CO)O[C@H]2[C@@H]([C@H]([C@@H]([C@H](O2)CO)O)O)O)O)NC(=O)C)/C)/C)/C)/C)/C)/C)/C)/C)/C)/C)C The molecule is a polyprenyl glycosyl diphosphate having eleven prenyl units and with beta-D-glucosyl-(1->4)-N-acetyl-D-glucosamine as the glycosyl fragment. It is a conjugate acid of a beta-D-glucosyl-(1->4)-N-acetyl-D-glucosaminyl undecaprenyl diphosphate(2-).